(2S,6R*)-4-[(tert-butoxy)carbonyl]-6-hydroxy-6-(prop-2-en-1-yl)-1,4-oxazepane-2-carboxylic acid C(C)(C)(C)OC(=O)N1C[C@H](OC[C@](C1)(CC=C)O)C(=O)O |o1:12|